vinyl-stannum C(=C)[Sn]